3-cyano-1-(3-fluorobenzyl)-1H-pyrrolo[2,3-c]pyridine-2-carboxylate C(#N)C1=C(N(C2=CN=CC=C21)CC2=CC(=CC=C2)F)C(=O)[O-]